C(C1=CC=CC=C1)C1=C([SH+]C=CC=CC=C1)CC1=CC=C(C=C1)O benzyl-(4-hydroxyphenyl)methylthioninium